NC=1C=C(C=C2C=C(N=CC12)NC(=O)[C@H]1[C@H](C1)F)C=1C(=NC=CC1C)O |r| (±)-cis-N-[8-amino-6-(2-hydroxy-4-methyl-3-pyridyl)-3-isoquinolyl]-2-fluoro-cyclopropanecarboxamide